(S)-3-(4-(7,7-difluorohexahydropyrrolo[1,2-a]pyrazin-2(1H)-yl)phenyl)-5-(2-fluoro-6-methoxyphenyl)-1,5-dihydro-6H-pyrazolo[4,3-c]pyridazin-6-one FC1(C[C@@H]2N(CCN(C2)C2=CC=C(C=C2)C2=NNC=3C2=NN(C(C3)=O)C3=C(C=CC=C3OC)F)C1)F